C(C)(C)(C)OC(=O)NCC1(C2CCN(CC12)C(=O)OCC1=CC=CC=C1)C=1N=NN(C1)C benzyl 7-(((tert-butoxycarbonyl)amino)methyl)-7-(1-methyl-1H-1,2,3-triazol-4-yl)-3-azabicyclo[4.1.0]heptane-3-carboxylate